2-bromo-1-(isoxazolidin-2-yl)propan-1-one BrC(C(=O)N1OCCC1)C